N-(6-(2-(((1r,4r)-4-(dimethylamino)cyclohexyl)amino)-8-isopropyl-7-oxo-7,8-dihydropyrido[2,3-d]pyrimidin-6-yl)pyridin-3-yl)-1-(2-fluorophenyl)methanesulfonamide CN(C1CCC(CC1)NC=1N=CC2=C(N1)N(C(C(=C2)C2=CC=C(C=N2)NS(=O)(=O)CC2=C(C=CC=C2)F)=O)C(C)C)C